CN(C1=CC=C2C=C(NC2=C1)C(=O)N1CC2=C(NC=3C=CC(=CC23)OC)CC1)C [6-(dimethylamino)-1H-indol-2-yl]-(8-methoxy-1,3,4,5-tetrahydropyrido[4,3-b]indol-2-yl)methanone